S(=O)(=O)(O)OS(=O)(=O)O.CCC propane disulfate